2-[3-(dodecanoylamino)propyl-dimethylazaniumyl]acetat C(CCCCCCCCCCC)(=O)NCCC[N+](CC(=O)[O-])(C)C